6-(3-ethyl-1H-pyrrolo[2,3-b]pyridin-5-yl)-8-(morpholin-3-yl)-3,4-dihydroisoquinolin C(C)C1=CNC2=NC=C(C=C21)C=2C=C1CCN=CC1=C(C2)C2NCCOC2